ClC1=C(C=CC=C1F)C1=CC(=CC2=C1NC(=NS2(=O)=O)NCC)F 5-(2-chloro-3-fluorophenyl)-3-(ethylamino)-7-fluoro-4H-benzo[e][1,2,4]thiadiazine 1,1-dioxide